diethyl (S)-((3-(3-oxohexahydroimidazo[1,5-a]pyrazin-2(3H)-yl)bicyclo[1.1.1]pentan-1-yl)methyl)phosphonate O=C1N(C[C@H]2N1CCNC2)C21CC(C2)(C1)CP(OCC)(OCC)=O